ClC1=CC(=C(COC2=CC=CC(=N2)N2CCN(CC2)CC2=NC3=C(N2CC=2OC=CN2)C=C(C=C3)C(=O)O)C=C1)F 2-[(4-{6-[(4-chloro-2-fluorobenzyl)oxy]pyridin-2-yl}piperazin-1-yl)methyl]-1-(1,3-oxazol-2-ylmethyl)-1H-benzimidazole-6-carboxylic acid